Cl.C(C)SCC(CN)(C)C 3-(ethylsulfanyl)-2,2-dimethylpropane-1-amine hydrochloride